4-amino-1-((2R,4S,5R)-5-(chloromethyl)-4-hydroxy-5-(hydroxymethyl)tetrahydrofuran-2-yl)-5-(trifluoromethyl)-pyrimidin-2(1H)-one NC1=NC(N(C=C1C(F)(F)F)[C@@H]1O[C@@]([C@H](C1)O)(CO)CCl)=O